ClC=1C(=C(C=CC1)[C@H]1[C@@H](N[C@H]([C@@]1(C1=C(C=C(C=C1)Cl)Cl)C#N)CC(C)(C)C)C(=O)OC(C)(C)C)F tert-butyl (2R,3S,4R,5S)-3-(3-chloro-2-fluorophenyl)-4-cyano-4-(2,4-dichlorophenyl)-5-neopentylpyrrolidine-2-carboxylate